COC(C1=CC(=CC(=C1)OC(C)C)/C(/N)=N/O)=O (Z)-3-(N'-hydroxycarbamimidoyl)-5-isopropoxybenzoic acid methyl ester